FC=1C=C2C(=NN(C2=CC1N[C@H]1[C@@H](CNCC1)C)C)C1C(NC(CC1)=O)=O 3-[5-fluoro-1-methyl-6-[[(3R,4R)-3-methyl-4-piperidyl]amino]indazol-3-yl]piperidine-2,6-dione